C(C1=CC=CC=C1)OCC1=NN(C(N1CC)=O)C=1C=C2C(=CN(C(C2=CC1F)=O)C1=C(C=CC=C1)C)[C@H](C(F)(F)F)C |r| rac-6-(3-((benzyloxy)methyl)-4-ethyl-5-oxo-4,5-dihydro-1H-1,2,4-triazol-1-yl)-7-fluoro-2-(o-tolyl)-4-(1,1,1-trifluoropropan-2-yl)isoquinolin-1(2H)-one